C(C)OC=1C(=C(C(=C2C=NNC12)C=1N=CC=2N(C1)C=C(N2)NC(=O)[C@H]2[C@H](C2)F)SC)F (1S,2S)-N-(6-(7-ethoxy-6-fluoro-5-(methylthio)-1H-indazol-4-yl)imidazo[1,2-a]pyrazin-2-yl)-2-fluorocyclopropane-1-carboxamide